Monoethyl-hexanedioic acid C(C)C(C(=O)O)CCCC(=O)O